(3,5-di-tert-butyl-4-hydroxyphenyl)-propionamide C(C)(C)(C)C=1C=C(C=C(C1O)C(C)(C)C)C(C(=O)N)C